1,2,3,6-Tetrahydropyridin-4-yl triflate O(S(=O)(=O)C(F)(F)F)C=1CCNCC1